3-[5-[[(3S,4S)-3-fluoro-4-piperidyl]amino]benzotriazol-1-yl]piperidine-2,6-dione hydrochloride Cl.F[C@H]1CNCC[C@@H]1NC1=CC2=C(N(N=N2)C2C(NC(CC2)=O)=O)C=C1